C(=C)SC=C vinylsulfide